(S)-1-(4-(2-(3,5-dichloro-4-((S)-3-chloro-2-hydroxypropoxy)phenyl)propan-2-yl)phenoxy)-3-methoxypropan-2-yl acetate C(C)(=O)O[C@H](COC1=CC=C(C=C1)C(C)(C)C1=CC(=C(C(=C1)Cl)OC[C@@H](CCl)O)Cl)COC